dipentaerythritol triphosphite P(O)(O)OCC(COP(O)O)(COCC(COP(O)O)(CO)CO)CO